C(C=CCCC=CC=CC=CC)(=O)N 2,6,8,10-dodecatetraenamide